3-Fluoro-2-hydroxypropionate FCC(C(=O)[O-])O